C[Si](CCOCN1C(=CC=2C1=NC=CN2)C2=CC(=NC=C2)NC(C)=O)(C)C N-[4-(5-{[2-(trimethylsilyl)ethoxy]methyl}-5H-pyrrolo[2,3-b]pyrazin-6-yl)pyridin-2-yl]acetamide